C1(CC1)CC1=C(C(=NN1C=1SC=C(N1)C(=O)O)C1=CC(=C(C=C1)F)C#CC1(COC1)O)CC1=CC(=C(C=C1)S(N)(=O)=O)F 2-(5-(cyclopropylmethyl)-3-(4-fluoro-3-((3-hydroxyoxetan-3-yl)ethynyl)phenyl)-4-(3-fluoro-4-sulfamoylbenzyl)-1H-pyrazol-1-yl)thiazole-4-carboxylic acid